isononyl methoxyacetate COCC(=O)OCCCCCCC(C)C